ClC=1N=CN2C1C=CC=C2N2CCS(CC2)(=O)=O Chloro-5-(1,1-dioxidothiomorpholin-4-yl)imidazo[1,5-a]pyridin